CC1OC(CC(C1)OC1=C(C=C(C=C1F)F)CNC(=O)C=1C(=NC(=C(C1)C=1C=CC=2N(N1)C=C(N2)NC(C)=O)C)C)C N-({2-[(2,6-dimethyloxan-4-yl)oxy]-3,5-difluorophenyl}methyl)-5-{2-acetamidoimidazo[1,2-b]pyridazin-6-yl}-2,6-dimethylpyridine-3-carboxamide